methyl 4-(cyclopentylamino)-2-((2,4-dimethoxybenzyl) amino)-6-methoxybenzoate C1(CCCC1)NC1=CC(=C(C(=O)OC)C(=C1)OC)NCC1=C(C=C(C=C1)OC)OC